C(CCCCCCC\C=C/CCCCCCCC)(=O)CC(C[N+](C)(C)C)C(CCCCCCC\C=C/CCCCCCCC)=O 1,2-dioleoyl-3-(trimethylammonio)propane